FC(C(=O)O)(F)F.ClC=1C=C(C(=O)NC2=CC(=CC=C2)CN2N=CC(=C2)C=2C3=C(N=CN2)NC=C3)C=CC1 3-chloro-N-(3-{[4-(7H-pyrrolo-[2,3-d]pyrimidin-4-yl)-1H-pyrazol-1-yl]methyl}phenyl)-benzamide trifluoroacetate